(2S)-2-{[(1S)-1-(2,3-dihydro-1,4-benzodioxin-5-yl)ethyl]amino}-5,5-dimethylhexanoic acid O1CCOC2=C1C=CC=C2[C@H](C)N[C@H](C(=O)O)CCC(C)(C)C